FC=1C(=NC(=NC1)C1=CCC(CC1)CC1=NC=2C(=NC(=CC2)C(=O)[O-])N1C[C@H]1OCC1)O 2-((4-(5-fluoro-4-hydroxypyrimidin-2-yl)cyclohex-3-en-1-yl)methyl)-3-(((S)-oxetan-2-yl)methyl)-3H-imidazo[4,5-b]pyridine-5-carboxylate